N-[(3R)-1-methylpiperidin-3-yl]-1-[2-methyl-4-(trifluoromethyl)phenyl]pyrido[3,4-d]pyridazin-4-amine CN1C[C@@H](CCC1)NC=1N=NC(=C2C1C=NC=C2)C2=C(C=C(C=C2)C(F)(F)F)C